C1(CC1)CSC=1N=CC(=NC1)C1CCC2(CC3=CC=CC=C3C2N)CC1 (1r,4r)-4-{5-[(cyclopropylmethyl)sulfanyl]pyrazin-2-yl}-1',3'-dihydrospiro[cyclohexane-1,2'-indene]-3'-amine